nickel-copper-niobium [Nb].[Cu].[Ni]